1-(9-isopropyl-6,8-dimethyl-2-(5-(piperazin-1-yl)pyridin-2-ylamino)-6,8-dihydro-5H-pyrazolo[3,4-H]quinazolin-6-yl)ethanol C(C)(C)C=1N(N=C2C(CC=3C=NC(=NC3C21)NC2=NC=C(C=C2)N2CCNCC2)(C)C(C)O)C